CC=1C(=NC(=NC1)NC1CCNCC1)N1C=NC(=C1)C(=O)NC(CO)C1=CC(=CC=C1)Cl 1-(5-methyl-2-(piperidin-4-ylamino)pyrimidin-4-yl)-N-(1-(3-chlorophenyl)-2-hydroxyethyl)-1H-imidazole-4-carboxamide